1-methyl-4-[(2S,4S)-2-methyl-4-(5-methyl-1,3-benzoxazol-2-yl)piperidin-1-yl]-2-oxo-1,2-dihydroquinoline-3-carbonitrile CN1C(C(=C(C2=CC=CC=C12)N1[C@H](C[C@H](CC1)C=1OC2=C(N1)C=C(C=C2)C)C)C#N)=O